Cl.CN1N=NC=C1C1[C@H]2CNC[C@@H]12 (1R,5S,6r)-6-(1-Methyl-1H-1,2,3-triazol-5-yl)-3-azabicyclo[3.1.0]hexane hydrochloride